1-benzyl-4-(4-bromophenyl)-N,N-dimethylpiperidin-4-amine C(C1=CC=CC=C1)N1CCC(CC1)(N(C)C)C1=CC=C(C=C1)Br